C12(CC1)CC=1C=CC=NC1CC2 spiro[7,8-dihydro-5H-quinoline-6,1'-cyclopropane]